C(C)C1(C(NC1)=O)CC 3,3-diethyl-2-azetidinone